NC1=CC=C(C(Cl)Cl)C=C1 p-aminochlorobenzyl chloride